OCC1=CC=C(C=C1)N1N=NC(=C1COC1=CC=CN=N1)C 6-((1-(4-(Hydroxymethyl)phenyl)-4-methyl-1H-1,2,3-triazol-5-yl)methoxy)pyridazine